Caprylonitril C(CCCCCCC)#N